5-vinylidene-2-norbornene C(=C)=C1C2C=CC(C1)C2